4-(2-(4-chlorobenzofuran-7-yl)-2-methylbenzo[d][1,3]dioxolan-4-yl)-1,2,3,6-tetrahydropyridine hydrochloride Cl.ClC1=CC=C(C2=C1C=CO2)C2(OC1=C(O2)C=CC=C1C=1CCNCC1)C